1,4-dibromo-2-methoxy-3-(phenylethynyl)benzene BrC1=C(C(=C(C=C1)Br)C#CC1=CC=CC=C1)OC